C(OCC)(OC(C)N1N=C(N=N1)COCC(=C)C)=O ethyl (1-(5-(((2-methylallyl)oxy)methyl)-2H-tetrazol-2-yl)ethyl) carbonate